4-Hydroxy-3-methyl-3-(trifluoromethyl)pyrrolidine-1-carboxylic acid tert-butyl ester C(C)(C)(C)OC(=O)N1CC(C(C1)O)(C(F)(F)F)C